9-[(2R,4S)-4-[(tert-butyldimethylsilyl)oxy]-5,5-bis(hydroxymethyl)oxolan-2-yl]-2-{[(4-methoxyphenyl)diphenylmethyl]amino}-1H-purin-6-one [Si](C)(C)(C(C)(C)C)O[C@H]1C[C@@H](OC1(CO)CO)N1C=2N=C(NC(C2N=C1)=O)NC(C1=CC=CC=C1)(C1=CC=CC=C1)C1=CC=C(C=C1)OC